(S)-5-((1-Benzylpyrrolidin-3-yl)(methyl)amino)-4-methyl-N-(thiazol-4-yl)pyridine-2-sulfonamide C(C1=CC=CC=C1)N1C[C@H](CC1)N(C=1C(=CC(=NC1)S(=O)(=O)NC=1N=CSC1)C)C